1-[(E)-2-nitrovinyl]-3-(trifluoromethyl)benzene [N+](=O)([O-])/C=C/C1=CC(=CC=C1)C(F)(F)F